1-isopropyl-3-methyl-5-oxo-N-phenyl-4,5-dihydro-1H-pyrazole-4-carboxamide C(C)(C)N1N=C(C(C1=O)C(=O)NC1=CC=CC=C1)C